C(C1=CC=CC=C1)OC1CC(C1)C1=CC(=NC=C1)C#N 4-(3-(benzyloxy)cyclobutyl)pyridinecarbonitrile